COC=1SC(=C(N1)C)C(=O)O 2-methoxy-4-methylthiazole-5-carboxylic acid